OC1=C(C2=C(N(C1=O)CC=1C(=NN(C1)C)C1=CC=CC=C1)C=CS2)C(=O)O 6-hydroxy-4-[(1-methyl-3-phenyl-1H-pyrazol-4-yl)methyl]-5-oxo-4,5-dihydrothieno[3,2-b]pyridine-7-carboxylic acid